Dichloromethyldiethylamine oxide hydrochloride Cl.ClC(Cl)[N+](CC)(CC)[O-]